ClC1=CC=C(C=C1)C=C=C(COC1=CC2=CC=CC=C2C=C1)SC#N 2-((4-(4-chlorophenyl)-2-thiocyanatobut-2,3-dien-1-yl)oxy)naphthalene